N-(2-chloro-3'-(5-formyl-6-methoxypyridin-2-yl)-2'-methyl-[1,1'-biphenyl]-3-yl)-1,3-dimethyl-2,4-dioxo-1,2,3,4-tetrahydropyrimidine-5-carboxamide ClC1=C(C=CC=C1NC(=O)C=1C(N(C(N(C1)C)=O)C)=O)C1=C(C(=CC=C1)C1=NC(=C(C=C1)C=O)OC)C